ClC1=CC=CC2=C1NC(=N2)C(=O)N2[C@H](C=1C=CC(=NC1CC2)C)C (S)-(7-Chloro-1H-benzo[d]imidazol-2-yl)(2,5-dimethyl-7,8-dihydro-1,6-naphthyridin-6(5H)-yl)methanone